ClC=1C(=NC=2CN(CCC2C1)CC1=NC2=C(N1C[C@H]1OCC1)C=C(C=C2F)C(=O)O)OCC2=C(C=C(C=C2)Cl)F 2-({3-chloro-2-[(4-chloro-2-fluorophenyl)methoxy]-5,6,7,8-tetrahydro-1,7-naphthyridin-7-yl}methyl)-4-fluoro-1-{[(2S)-oxetan-2-yl]methyl}-1H-1,3-benzodiazole-6-carboxylic acid